(E)-N-hydroxy-3-(2-(2-(1-methylcyclohexane-1-carbonyl)-2,5-diazaspiro[3.4]octan-5-yl)phenyl)acrylamide ONC(\C=C\C1=C(C=CC=C1)N1C2(CN(C2)C(=O)C2(CCCCC2)C)CCC1)=O